C(C)(C)(C)OC(=O)N(C(OC(C)(C)C)=O)CC1=C(C=C(C=C1)C#N)OC tert-butyl (tert-butoxycarbonyl)(4-cyano-2-methoxybenzyl)carbamate